FC(C1=CC=C(C=C1)N=C=S)(F)F 4-(trifluoromethyl)phenyl isothiocyanate